benzyl-1-methoxy-N-((trimethylsilyl)methyl)methanamine C(C1=CC=CC=C1)C(NC[Si](C)(C)C)OC